FC=1C(=NC(=NC1)NC1=CC=C(C=N1)C1CCN(CC1)C(=O)OC(C)(C)C)C=1C=C2C3(C(=NC2=C(C1)F)C)CCCC3 tert-butyl 4-(6-((5-fluoro-4-(7'-fluoro-2'-methylspiro[cyclopentane-1,3'-indol]-5'-yl)pyrimidin-2-yl)amino)pyridin-3-yl)piperidine-1-carboxylate